1-(2-{8-[(2,5-difluoro-4-methylphenyl)methyl]imidazo[1,2-a]pyrazin-6-yl}-4-(methoxymethoxy)pyrimidin-5-yl)ethanone FC1=C(C=C(C(=C1)C)F)CC=1C=2N(C=C(N1)C1=NC=C(C(=N1)OCOC)C(C)=O)C=CN2